CN(C)CCOC(C1=CC=CC=C1)C2=CC=CC=C2 The molecule is an ether that is the benzhydryl ether of 2-(dimethylamino)ethanol. It is a H1-receptor antagonist used as a antipruritic and antitussive drug. It has a role as a H1-receptor antagonist, an antiemetic, a sedative, an anti-allergic agent, a muscarinic antagonist, an antiparkinson drug, an antipruritic drug, a local anaesthetic, an antidyskinesia agent, an antitussive and a oneirogen. It is an ether and a tertiary amino compound.